COC(=O)C1=CC=2OCCCNC2N=C1 2,3,4,5-Tetrahydropyrido[3,2-b][1,4]oxaazepine-8-carboxylic acid methyl ester